C(C)(=O)O[C@H](COC1=C(C=C(C=C1)C(C)(C)C1=CC(=C(C=C1)OC[C@@H](CN1C=NC=C1)OC(C)=O)Cl)Cl)CCl (R)-1-(4-(2-(4-((R)-2-acetoxy-3-(1H-imidazol-1-yl)propoxy)-3-chlorophenyl)propan-2-yl)-2-chlorophenoxy)-3-chloropropan-2-yl acetate